3-((2R,4S,5R)-4-hydroxy-5-(hydroxymethyl)tetrahydrofuran-2-yl)-2,4-dioxo-1,2,3,4-tetrahydropyrimidine-5-carbonitrile O[C@H]1C[C@@H](O[C@@H]1CO)N1C(NC=C(C1=O)C#N)=O